1-{4-[4-({3-methyl-4-[(1-methyl-1,3-benzodiazol-5-yl)oxy]phenyl}amino)quinazolin-6-yl]piperazin-1-yl}prop-2-en-1-one CC=1C=C(C=CC1OC1=CC2=C(N(C=N2)C)C=C1)NC1=NC=NC2=CC=C(C=C12)N1CCN(CC1)C(C=C)=O